C(C1=CC=CC=C1)C1CC1NCCC[Si](OCC)(OCC)OCC 3-benzylcyclopropylaminopropyl-triethoxysilane